FC1=C(C=C2C=CN(C(C2=C1)=O)CCC[C@H]1N(CCC1)C=1C=NNC(C1C(F)(F)F)=O)C1=NC=C(C=N1)C(F)(F)F (S)-7-fluoro-2-(3-(1-(6-oxo-5-(trifluoromethyl)-1,6-dihydropyridazin-4-yl)pyrrolidin-2-yl)propyl)-6-(5-(trifluoromethyl)pyrimidin-2-yl)isoquinolin-1(2H)-one